(6aS,8R)-8-fluoro-4-iodo-6a,7,8,9-tetrahydro-6H-pyrido[3,2-b]pyrrolo[1,2-d][1,4]oxazine F[C@@H]1C[C@@H]2N(C3=C(OC2)C(=CC=N3)I)C1